Tert-butyl heptane-2-carboxylate hemioxalate salt C(C(=O)O)(=O)O.CC(CCCCC)C(=O)OC(C)(C)C.C(C)(C)(C)OC(=O)C(C)CCCCC